BrC1=CC2=C(O[C@H](CN2S(=O)(=O)C2=CC3=CC=CC=C3C=C2)C=C)C=C1 (S)-6-bromo-4-(naphthalen-2-ylsulfonyl)-2-vinyl-3,4-dihydro-2H-benzo[b][1,4]Oxazine